C1(CC1)C1=NC=NC(=C1C=1N=C(C2=C(N1)CCN(C2)C(=O)OC(C)(C)C)C#CC2=CC=C(C=C2)C=2N(C=C(N2)C(F)(F)F)C(C)C)OC tert-butyl 2-(4-cyclopropyl-6-methoxypyrimidin-5-yl)-4-((4-(1-isopropyl-4-(trifluoromethyl)-1H-imidazol-2-yl)phenyl)ethynyl)-7,8-dihydropyrido[4,3-d]pyrimidine-6(5H)-carboxylate